BrC1=CC(=C2CCCC3(CC=4N=C(N=C(C4CO3)N3CC[C@@H](CCC3)C#N)S(=O)(=O)C)C2=C1)Cl |o1:21| (R*)-1-(7-bromo-5-chloro-2'-(methylsulfonyl)-3,4,5',8'-tetrahydro-2H-spiro[naphthalene-1,7'-pyrano[4,3-d]pyrimidin]-4'-yl)azepane-4-carbonitrile